i-amyl lactate C(C(O)C)(=O)OCCC(C)C